C(N)(=O)C1=CC2=C(SC(=C2C(F)F)C(F)(F)P(OCC)(OCC)=O)C(=C1)OCCCS(=O)(=O)C diethyl ((5-carbamoyl-3-(difluoromethyl)-7-(3-(methylsulfonyl)propoxy) benzo[b]thiophen-2-yl)difluoromethyl)phosphonate